C(CCC)C1(CS(C2=C(N(C1)C1=CC=CC=C1)C=C(C(=C2)O/C=C/C(=O)OC(C)(C)C)N(C)C)(=O)=O)CC tert-Butyl (E)-3-((3-butyl-7-(dimethylamino)-3-ethyl-1,1-dioxido-5-phenyl-2,3,4,5-tetrahydro-1,5-benzothiazepin-8-yl)oxy)acrylate